ethyl rac-(4S,5R)-3-(3,4-difluorophenyl)-4,5-dimethyl-5-(trifluoromethyl)-4,5-dihydrofuran-2-carboxylate FC=1C=C(C=CC1F)C1=C(O[C@]([C@H]1C)(C(F)(F)F)C)C(=O)OCC |r|